5-(7-hydroxy-3-(pyridin-3-yl)quinolin-6-yl)isothiazol-3(2H)-one 1,1-dioxide OC1=C(C=C2C=C(C=NC2=C1)C=1C=NC=CC1)C1=CC(NS1(=O)=O)=O